O=C1NC(CCC1NC(CC1=CC=C(C=C1)NC(CCCCCCCCCCNC(OC(C)(C)C)=O)=O)=O)=O tert-butyl (11-((4-(2-((2,6-dioxopiperidin-3-yl)amino)-2-oxoethyl)phenyl)amino)-11-oxoundecyl)carbamate